(S)-7-(2,4-difluoro-6-(2-hydroxyethoxy)phenyl)-6-((R)-4-methyl-4,5,6,7-tetrahydropyrazolo[1,5-a]pyrazin-2-yl)thieno[3,2-c]pyridin-4-yl trifluoromethanesulfonate FC(S(=O)(=O)OC1=NC(=C(C2=C1C=CS2)C2=C(C=C(C=C2OCCO)F)F)C2=NN1C([C@H](NCC1)C)=C2)(F)F